p-butylcyclohexyl acetate (4-(t-butyl) cyclohexyl acetate) C(C)(C)(C)C1CCC(CC1)CC(=O)O.C(C)(=O)OC1CCC(CC1)CCCC